6-chloro-5-iodo-2-(methoxymethyl)pyrimidin-4-ol ClC1=C(C(=NC(=N1)COC)O)I